C1(CCC1)N(C(=O)OCC1=C(C=NN1C)C1=NC=C(C(=N1)C)O[C@@H]1C[C@H](CCC1)C(=O)O)C (1S,3S)-3-((2-(5-(((cyclobutyl-(methyl)carbamoyl)oxy)methyl)-1-methyl-1H-pyrazol-4-yl)-4-methyl-pyrimidin-5-yl)oxy)cyclohexane-1-carboxylic acid